FC1=CC2=C(NC(=N2)CCCC=2N=C(C3=C(N2)OC(=C3C(=O)N)C)NC3(CC3)C)C=C1 [3-(5-fluoro-1H-1,3-benzodiazol-2-yl)propyl]-6-methyl-4-[(1-methylcyclopropyl)amino]furo[2,3-d]pyrimidine-5-carboxamide